Nickelous (2S)-2-[(E)-[[2-[(2S)-1-benzylpyrrolidine-2-carbonyl]azanidylphenyl]-phenyl-methylene]amino]-2-(4,4-difluorocyclohexyl)acetate C(C1=CC=CC=C1)N1[C@@H](CCC1)C(=O)[N-]C1=C(C=CC=C1)\C(\C1=CC=CC=C1)=N\[C@H](C(=O)[O-])C1CCC(CC1)(F)F.[Ni+2]